(S)-2-methyl-N-{1-[2-(1-methyl-1H-indazol-3-yl)phenyl]-2-[6-methylpyridine-2-yl]ethyl}propane-2-sulfinamide CC(C)(C)[S@](=O)NC(CC1=NC(=CC=C1)C)C1=C(C=CC=C1)C1=NN(C2=CC=CC=C12)C